FC1(CC(C1)C=1C(=CC=2N(N1)C=CN2)OC)F 6-(3,3-difluorocyclobutyl)-7-methoxyimidazo[1,2-b]pyridazine